N1(CCC1)C=1N=NN(C1)CC(=O)N1[C@@H](C[C@H](C1)F)C(=O)N[C@@H](C1=CC=CC=C1)C1=NC(=C(C=C1)C1CC1)F (2S,4R)-1-{2-[4-(azetidin-1-yl)-1H-1,2,3-triazol-1-yl]acetyl}-N-[(S)-(5-cyclopropyl-6-fluoropyridin-2-yl)(phenyl)methyl]-4-fluoropyrrolidine-2-carboxamide